C1CCN2CCC[C@H]([C@H]12)NC=1OC=2C(=NC=CC2)N1 2-[[(8R,8aS)-1,2,3,5,6,7,8,8a-Octahydroindolizin-8-yl]amino]oxazolo[4,5-b]pyridin